F[C@@H]1CN(CC[C@@H]1C=O)C(=O)OC(C)(C)C tert-butyl (3S,4R)-3-fluoro-4-formyl-piperidine-1-carboxylate